FC1=CC=C(C=C1)C(C)C1=C(C(=O)N)C=CC=C1NC=1N=NC(=CC1)C1=CC=CC=C1 (1-(4-fluorophenyl)ethyl)-3-((6-phenyl-pyridazin-3-yl)amino)benzamide